2-(1H-Benzimidazol-1-yl)-1H-indole-1-carboxylic acid tert-butyl ester C(C)(C)(C)OC(=O)N1C(=CC2=CC=CC=C12)N1C=NC2=C1C=CC=C2